(2R)-2-amino-N-[6-({4-cyano-3-[(1-methylethyl)oxy]phenyl}oxy)-3-pyridinyl]butanamide N[C@@H](C(=O)NC=1C=NC(=CC1)OC1=CC(=C(C=C1)C#N)OC(C)C)CC